5-(3-((6-chloro-4-methoxypyridin-3-yl)carbamoyl)-3-(2-isopropylphenyl)azetidin-1-yl)pyrazine-2-carboxylic acid ClC1=CC(=C(C=N1)NC(=O)C1(CN(C1)C=1N=CC(=NC1)C(=O)O)C1=C(C=CC=C1)C(C)C)OC